NC1=NC=CC2=C1NC(N2[C@H]2CN(CCC2)C(=O)OC(C)(C)C)=O tert-butyl (R)-3-(4-amino-2-oxo-2,3-dihydro-1H-imidazo[4,5-c]pyridin-1-yl)piperidine-1-carboxylate